(6-Acetylpyridin-3-yl)azetidine-3-carboxamide dihydrochloride Cl.Cl.C(C)(=O)C1=CC=C(C=N1)N1CC(C1)C(=O)N